N1C=NC2=C1C=CC=C2 benzo[d]-1,3-diazole